5-(2-chloro-7-methyl-8-oxo-6-(trifluoromethyl)-7,8-dihydropyrimido[5,4-d]pyrimidin-4-yl)picolinonitrile ClC=1N=C(C2=C(N1)C(N(C(=N2)C(F)(F)F)C)=O)C=2C=CC(=NC2)C#N